3-(5-{2-[4-(azetidin-3-yl)piperazin-1-yl]ethyl}-3-methyl-2-oxo-1,3-benzodiazol-1-yl)piperidine-2,6-dione N1CC(C1)N1CCN(CC1)CCC1=CC2=C(N(C(N2C)=O)C2C(NC(CC2)=O)=O)C=C1